NC1=NC2=CC(=CC=C2C=C1F)CN(C(=O)C1=CN=C(S1)C1CCOCC1)C=1C(=NC=CC1)S(=O)(=O)C N-[(2-amino-3-fluoroquinolin-7-yl)methyl]-N-(2-methanesulfonylpyridin-3-yl)-2-(oxan-4-yl)-1,3-thiazole-5-carboxamide